FC1=C(C=C2C=CC(=NC2=C1)OC)B1OC(C(O1)(C)C)(C)C 7-fluoro-2-methoxy-6-(4,4,5,5-tetramethyl-1,3,2-dioxaborolan-2-yl)quinoline